C(#N)C1=C(C=CC(=C1)C(F)(F)F)N1CCC(CC1)(C(=O)N[C@H](CN(C)C)C)C=1C=C(C(=NC1)C=1C(=NC=CC1)OCC)F 1-[2-cyano-4-(trifluoromethyl)phenyl]-N-[(2S)-1-(dimethylamino)propan-2-yl]-4-{2'-ethoxy-3-fluoro-[2,3'-bipyridine]-5-yl}piperidine-4-carboxamide